CN1C(CCCC1)CC(C)NS(=O)(=O)C1=CC=C(C=C1)OC(F)(F)F N-(1-(1-methylpiperidin-2-yl)propan-2-yl)-4-(trifluoromethoxy)benzenesulfonamide